tert-butyl ((5-((4-((2-acetamidoethyl)sulfonyl)phenyl)sulfonyl)thiophen-2-yl)methyl)carbamate C(C)(=O)NCCS(=O)(=O)C1=CC=C(C=C1)S(=O)(=O)C1=CC=C(S1)CNC(OC(C)(C)C)=O